tert-butyl 2-(chloromethyl)-5-methyl-1H-indole-1-carboxylate ClCC=1N(C2=CC=C(C=C2C1)C)C(=O)OC(C)(C)C